(S)-9-amino-11-(aminometh-yl)-4-ethyl-8-fluoro-4-hydroxy-1,12-dihydro-14H-pyrano-[3',4':6,7]indolizino[1,2-b]-quinoline-3,14(4H)-dione NC1=CC=2C(=C3C(=NC2C=C1F)C1=CC2=C(C(N1C3)=O)COC([C@]2(O)CC)=O)CN